3-((2S)-2-hydroxy-3-(8-(thiophen-3-ylsulfonyl)-1-oxa-8-azaspiro[4.5]decan-3-ylamino)propoxy)-N-methylbenzenesulfonamide O[C@H](COC=1C=C(C=CC1)S(=O)(=O)NC)CNC1COC2(C1)CCN(CC2)S(=O)(=O)C2=CSC=C2